ClC=1C(=NC(=NC1)NC1=C(C=C(C=C1)N1CCC(CC1)NC(OC(C)(C)C)=O)OC)NC1=C(C=CC=C1)N(S(=O)(=O)C)C tert-butyl (1-(4-((5-chloro-4-((2-(N-methylmethylsulfonamido)phenyl)amino)pyrimidin-2-yl)amino)-3-methoxyphenyl)piperidin-4-yl)carbamate